1-(1-ethoxy-1-oxopropan-2-yl)-1H-imidazole-2-carboxylic acid C(C)OC(C(C)N1C(=NC=C1)C(=O)O)=O